scandium tritelluride [Te-2].[Te-2].[Te-2].[Sc+3].[Sc+3]